hydroxymethyltrimethylphosphonium lysine salt N[C@@H](CCCCN)C(=O)[O-].OC[P+](C)(C)C